C1(CC1)C1=CC=C2C(=NC(N(C2=C1)C1=CC=CC=C1)=O)NCC(C)F 7-cyclopropyl-4-((2-fluoropropyl)-amino)-1-phenylquinazolin-2(1H)-one